N-[(3R)-1-(cyclobutylamino)-5-(piperidin-1-yl)pentan-3-yl]-1-cyclopentyl-5-(2,6-dimethoxyphenyl)-1H-pyrazole-3-carboxamide C1(CCC1)NCC[C@H](CCN1CCCCC1)NC(=O)C1=NN(C(=C1)C1=C(C=CC=C1OC)OC)C1CCCC1